2-(dimethylphosphino)aniline 2,2,2-trichloroethyl-(5-(tert-butyl)isoxazol-3-yl)carbamate ClC(CN(C(O)=O)C1=NOC(=C1)C(C)(C)C)(Cl)Cl.CP(C1=C(N)C=CC=C1)C